ClC(CC(F)Cl)(F)Cl 1,1,3-trichloro-1,3-difluoropropane